2-[(4-methylphenyl)methylene]heptanal CC1=CC=C(C=C1)C=C(C=O)CCCCC